FC=1C=C(OC2=NC(=NC(=C2)C(F)(F)F)N2CC3=C(CC2)N=CN3)C=CC1 4-(3-fluorophenoxy)-2-{3H,4H,5H,6H,7H-imidazo[4,5-c]pyridin-5-yl}-6-(trifluoromethyl)pyrimidine